(5-Bromo-4,6-diisopropylpyridine-2-yl)methanol BrC=1C(=CC(=NC1C(C)C)CO)C(C)C